1-(4-(4-AMINO-7-CYCLOPROPYL-7H-PYRROLO[2,3-D]PYRIMIDIN-5-YL)-2-FLUOROPHENYL)-3-(3-(DIFLUOROMETHYL)-4-((4-ETHYLPIPERAZIN-1-YL)METHYL)PHENYL)UREA NC=1C2=C(N=CN1)N(C=C2C2=CC(=C(C=C2)NC(=O)NC2=CC(=C(C=C2)CN2CCN(CC2)CC)C(F)F)F)C2CC2